ClC=1C(=C(C=CC1)C=1C=C2C=C(NC2=CC1)C(=O)O)C=1C=CC2=C(CCO2)C1 5-(3-chloro-2-(2,3-dihydrobenzofuran-5-yl)phenyl)-1H-indole-2-carboxylic acid